FC(N1N=C(C=C1)C=1C(=C2C(=NC1)NC=C2)N[C@H]2CN(CCC2)C(CC#N)=O)F (R)-3-(3-((5-(1-(difluoromethyl)-1H-pyrazol-3-yl)-1H-pyrrolo[2,3-b]pyridin-4-yl)amino)piperidin-1-yl)-3-oxopropanenitrile